N=1N=C(NC1)C1=CC(=C2C=NNC2=C1)NCCCNC(CCNCC1=CC(=C(C=C1)OC(F)(F)F)Cl)=O N-(3-((6-(4H-1,2,4-triazol-3-yl)-1H-indazol-4-yl)amino)propyl)-3-((3-chloro-4-(trifluoromethoxy)benzyl)amino)propanamide